N-[2-[4-(hydroxymethyl)cyclohexyl]-6-methyl-indazol-5-yl]-6-(trifluoromethyl)pyrazine-2-carboxamide OCC1CCC(CC1)N1N=C2C=C(C(=CC2=C1)NC(=O)C1=NC(=CN=C1)C(F)(F)F)C